ClC(=O)OCC1=CC(OC)=C(OC)C=C1[N+](=O)[O-] 6-Nitroveratryl chloroformate